ClC1=CC=C(C=N1)N(C)C 6-chloro-N,N-dimethyl-pyridin-3-amine